2-tert-butoxycarbonyl-6-oxo-2-azaspiro[3.4]octane C(C)(C)(C)OC(=O)N1CC2(C1)CC(CC2)=O